(13S,16S)-14-[3-(2,4-difluorophenyl)imidazo[1,5-a]pyrazin-8-yl]-4-methyl-17-oxa-3,4,6,11,14-pentazatetracyclo[16.3.1.113,16.02,6]tricosa-1(22),2,18,20-tetraene-5,12-dione FC1=C(C=CC(=C1)F)C1=NC=C2N1C=CN=C2N2[C@@H]1C(NCCCCN3C(N(N=C3C=3C=CC=C(O[C@H](C2)C1)C3)C)=O)=O